FC1=C(C=CC(=C1)F)CC(=O)N1CC2=C(CC1)SC(=C2)C2=NOC(=N2)C(F)(F)F 2-(2,4-difluorophenyl)-1-(2-(5-(trifluoromethyl)-1,2,4-oxadiazol-3-yl)-6,7-dihydrothieno[3,2-c]pyridin-5(4H)-yl)ethan-1-one